O=C1NC(CCC1C1=CC=C(OCCCCCCCCCCC(=O)O)C=C1)=O 11-(4-(2,6-Dioxopiperidin-3-yl)phenoxy)undecanoic acid